1-(3,4-dichlorophenyl)-2-(4-propoxy-1-piperidyl)ethanone oxime ClC=1C=C(C=CC1Cl)C(CN1CCC(CC1)OCCC)=NO